7-(2-amino-7-fluoro-1,3-benzothiazol-4-yl)-8-fluoro-4-(piperazin-1-yl)quinazoline-6-carbonitrile NC=1SC2=C(N1)C(=CC=C2F)C2=C(C=C1C(=NC=NC1=C2F)N2CCNCC2)C#N